C(#N)C=1C=C(C=CC1)C1=CN=C(S1)N1C([C@H]2N(CCNC2)CC1)=O (S)-8-(5-(3-Cyanophenyl)thiazol-2-yl)-9-oxooctahydro-2H-pyrazino[1,2-a]pyrazin